1-((3-((3R,5R)-5-(4-chlorophenyl)tetrahydro-furan-3-yl)-1,2,4-oxadiazol-5-yl)methyl)-2,7-dimethyl-1,7-dihydro-6H-purin-6-one-8-d ClC1=CC=C(C=C1)[C@H]1C[C@@H](CO1)C1=NOC(=N1)CN1C(=NC=2N=C(N(C2C1=O)C)[2H])C